(R)-N'-((1,2,3,5,6,7-hexahydrodicyclopenta[b,e]pyridin-8-yl)carbamoyl)-4-(2-hydroxypropan-2-yl)benzenesulfonimidamide C1CCC2=NC3=C(C(=C21)NC(=O)N=[S@](=O)(N)C2=CC=C(C=C2)C(C)(C)O)CCC3